N,N-dimethyl-β-methoxypropionamide CN(C(CCOC)=O)C